2-(methylbutyl)-4,5-dihydro-1,3-oxazine CC(CCC)C=1OCCCN1